1-(trifluoromethyl)cyclobutyl (2R,5S)-4-(7-(4-cyanopyridin-2-yl)-5-(difluoromethyl)-7H-pyrrolo[2,3-d]pyrimidin-4-yl)-2,5-dimethylpiperazine-1-carboxylate C(#N)C1=CC(=NC=C1)N1C=C(C2=C1N=CN=C2N2C[C@H](N(C[C@@H]2C)C(=O)OC2(CCC2)C(F)(F)F)C)C(F)F